BrC1=CC(=NN1C)C 5-bromo-1,3-dimethyl-pyrazole